CC(CCO)(CC)C 3,3-dimethyl-1-pentanol